FC(C(C(C(C(C(C(C(C(O)(F)F)(F)F)(F)F)(F)F)(F)F)(F)F)(F)F)(F)F)C heptadecafluoro-1-decanol